1-[6-(3,4-difluoro-1H-pyrrol-1-yl)-2-methoxypyridin-3-yl]-5-methoxy-3-(1-phenyl-1H-pyrazol-5-yl)pyridazin-4(1H)-one FC1=CN(C=C1F)C1=CC=C(C(=N1)OC)N1N=C(C(C(=C1)OC)=O)C1=CC=NN1C1=CC=CC=C1